BrC1=CC(=C(C2=CC=CC=C12)O)C1NS(C2=C(C3=C1C=CC=C3)C=CC=C2)(=O)=O (-)-7-(4-bromo-1-hydroxynaphthalen-2-yl)-6,7-dihydrodibenzo[d,f][1,2]thiazepine 5,5-dioxide